5-bromo-3-iodo-1H-pyrrolo[3,2-b]pyridine BrC1=CC=C2C(=N1)C(=CN2)I